(ethoxymethylphosphono)-2-carbonylbutanoic acid ethyl ester C(C)OC(C(C(C)P(=O)(OCOCC)O)=C=O)=O